((3S,4S)-1-(5-Bromopyridin-2-yl)-4-(pyridin-2-yloxy)pyrrolidin-3-yl)amino tert-butyl carbonate C(ON[C@H]1CN(C[C@@H]1OC1=NC=CC=C1)C1=NC=C(C=C1)Br)(OC(C)(C)C)=O